4-[3-[2,6-Dichloro-4-(3-morpholin-4-ylazetidin-1-yl)benzoyl]-2,4-dihydro-1,3-benzoxazin-8-yl]-5-fluoro-2-(3-oxa-8-azabicyclo[3.2.1]octan-8-yl)benzoic acid ClC1=C(C(=O)N2COC3=C(C2)C=CC=C3C3=CC(=C(C(=O)O)C=C3F)N3C2COCC3CC2)C(=CC(=C1)N1CC(C1)N1CCOCC1)Cl